3-fluoro-1'-methyl-[1,4'-bipiperidine] FC1CN(CCC1)C1CCN(CC1)C